rac-N-{(3S,4S)-4-[([1,1'-biphenyl]-3-yl)methyl]-7-bromo-8-methyl-6-oxo-1,3,4,6-tetrahydro-2H-quinolizin-3-yl}methanesulfonamide C1(=CC(=CC=C1)C[C@H]1[C@H](CCC2=CC(=C(C(N12)=O)Br)C)NS(=O)(=O)C)C1=CC=CC=C1 |r|